5-((1S,2R)-1-(7-chloro-1,1-dioxido-4,5-dihydrobenzo[f][1,2]thiazepine-2(3H)-yl)-2-(6-fluoro-2,3-dimethylphenyl)propyl)-1,3,4-oxadiazol-2(3H)-one ClC=1C=CC2=C(CCCN(S2(=O)=O)[C@@H]([C@H](C)C2=C(C(=CC=C2F)C)C)C2=NNC(O2)=O)C1